ClC1=C(C=CC(=C1)NC(NCC=1C=C2CN(C(C2=CC1)=O)C1C(NC(CC1)=O)=O)=O)CCOCCN(C(OC(C)(C)C)=O)C tert-butyl N-[2-(2-[2-chloro-4-[([[2-(2,6-dioxopiperidin-3-yl)-1-oxo-3H-isoindol-5-yl] methyl] carbamoyl) amino] phenyl] ethoxy) ethyl]-N-methylcarbamate